CC1=C(C(=NO1)C=1C=NC(=CC1)C)COC=1C=C2CCN(CC2=CN1)C(=O)OC(C)(C)C tert-butyl 6-{[5-methyl-3-(6-methylpyridin-3-yl)-1,2-oxazol-4-yl]methoxy}-1,2,3,4-tetrahydro-2,7-naphthyridine-2-carboxylate